(S)-7-(azetidin-1-ylsulfonyl)-2-(1-cyclopropylethyl)-5-(4-methyl-2-((6-(2-oxopyrrolidin-1-yl)pyridin-2-yl)amino)thiazol-5-yl)isoindolin-1-one N1(CCC1)S(=O)(=O)C=1C=C(C=C2CN(C(C12)=O)[C@@H](C)C1CC1)C1=C(N=C(S1)NC1=NC(=CC=C1)N1C(CCC1)=O)C